1-(2-(trifluoromethyl)pyridin-3-yl)ethan-1-one FC(C1=NC=CC=C1C(C)=O)(F)F